C(C1=CC=CC=C1)OC1=CC=2N(C=C1)N=CC2C2CCC(CC2)C=O 4-(5-(benzyloxy)pyrazolo[1,5-a]pyridin-3-yl)cyclohexane-1-carbaldehyde